FC(OC1=NC=C(C(=C1)N1C(N(C2=C1C=C(C(=C2)C(=O)NC2(CS(C2)(=O)=O)C)F)C(C)C)=O)F)F 1-(2-(difluoromethoxy)-5-fluoropyridin-4-yl)-6-fluoro-3-isopropyl-N-(3-methyl-1,1-dioxothietan-3-yl)-2-oxo-2,3-dihydro-1H-benzo[d]imidazole-5-carboxamide